(4-fluorophenyl)carbamic acid tert-butyl ester C(C)(C)(C)OC(NC1=CC=C(C=C1)F)=O